1-tert-butoxy-carbonylpiperidine-4-carboxylic acid C(C)(C)(C)OC(=O)N1CCC(CC1)C(=O)O